C(C1=CC=CC=C1)(=O)O[C@H]1[C@@H](O[C@@H]([C@H]1OC(C1=CC=CC=C1)=O)COC(C1=CC=CC=C1)=O)N1C=NC=2C(=O)NC(N)=NC12 2',3',5'-tri-O-benzoyl-guanosine